O1C(CCCC1)OCCOCCOC(CC)O (2-(2-((tetrahydro-2H-pyran-2-yl)oxy)ethoxy)ethoxy)propan-1-ol